1-(3,4-difluoro-phenyl)-3-[[2-(2,2,2-trifluoro-ethyl)pyridin-4-yl]methyl]urea FC=1C=C(C=CC1F)NC(=O)NCC1=CC(=NC=C1)CC(F)(F)F